ClC1=CC=C(CN2N(C3=C(CNCC3)C2=O)CCO)C=C1 2-(4-Chlorobenzyl)-1-(2-hydroxyethyl)-1,2,4,5,6,7-hexahydro-3H-pyrazolo[4,3-c]pyridin-3-one